ClC=1C=C(C=C(C1)Cl)N1CCC(CC1)S(=O)(=O)C1=CC=C(N)C=C1 4-[[1-(3,5-dichlorophenyl)-4-piperidyl]sulfonyl]aniline